FC(C(=O)O)(F)F.CC1CC2(NC(C1)C2)C(CC)N2C=NN=C2 cis-3-methyl-1-[1-(1,2,4-triazol-4-yl)propyl]-6-azabicyclo[3.1.1]heptane trifluoroacetate